FC(C1=CC=C(C=C1)NC1=C(C=CC=C1)C1=NN=C(O1)C(=O)OCC)(F)F ethyl 5-(2-((4-(trifluoromethyl)phenyl)amino)phenyl)-1,3,4-oxadiazole-2-carboxylate